rac-4-((2aS,3S,3aR,8bS,8cR)-6-chloro-8b-hydroxy-3-phenyl-2a,3,8b,8c-tetrahydrooxeto[3'',2'':4',5']cyclopenta[1',2':4,5]furo[3,2-b]pyridin-3a(2H)-yl)benzonitrile ClC=1C=C2C(=NC1)[C@]1([C@@](O2)([C@@H]([C@@H]2[C@H]1OC2)C2=CC=CC=C2)C2=CC=C(C#N)C=C2)O |r|